(3r,5r)-1-benzyl-5-((tert-butyldimethylsilyl)oxy)piperidin-3-amine C(C1=CC=CC=C1)N1C[C@@H](C[C@H](C1)O[Si](C)(C)C(C)(C)C)N